(6-(2-methoxy-4-(trifluoromethyl)phenyl)-4,5-dimethylpyridazin-3-yl)(pyridin-3-yl)methanone COC1=C(C=CC(=C1)C(F)(F)F)C1=C(C(=C(N=N1)C(=O)C=1C=NC=CC1)C)C